OC1=C(C=C(C(=C1)S(=O)(=O)O)O)CN(C(C)=O)CC1=C(C(=CC(=C1)O)C(=O)O)O N-(2,5-dihydroxy-4-sulfophenylmethyl)N-(3-carboxy-2,5-dihydroxyphenylmethyl)acetamide